N1=CC=C2N1C=CC(=N2)C(=O)N pyrazolo[1,5-a]Pyrimidine-5-carboxamide